benzyl 4-[(1E)-(benzenesulfonamidoimino)(2,6-dibromophenyl)methyl]piperazine-1-carboxylate C1(=CC=CC=C1)S(=O)(=O)N\N=C(\N1CCN(CC1)C(=O)OCC1=CC=CC=C1)/C1=C(C=CC=C1Br)Br